ClC=1N=C2C(=C(C(N(C2=CC1)C)=O)C#N)N1CCN(CC1)CC1=CC(=C(C=C1)Cl)O 6-chloro-4-{4-[(4-chloro-3-hydroxyphenyl)methyl]piperazin-1-yl}-1-methyl-2-oxo-1,2-dihydro-1,5-naphthyridine-3-carbonitrile